CC1=CC=C(NC(=C[N+](=O)[O-])SC)C=C1 4-methyl-N-(1-methylsulfanyl-2-nitro-vinyl)aniline